1-(6,7-dihydro-5H-benzo[6,7]cyclohepta[1,2-c]pyridazin-3-yl)-N3-(7-amino-6,7,8,9-tetrahydro-5H-benzo[7]annulene-2-yl)-1H-1,2,4-triazole-3,5-diamine N1=NC(=CC2=C1C1=C(CCC2)C=CC=C1)N1N=C(N=C1N)NC=1C=CC2=C(CCC(CC2)N)C1